C(C)(C)(C)OC(=O)N1[C@@H](CN([C@H](C1)C)C1=NC(=NC2=C(C(=C(C=C12)OC)Br)F)Cl)C (2r,5s)-4-(7-bromo-2-chloro-8-fluoro-6-methoxyquinazolin-4-yl)-2,5-dimethylpiperazine-1-carboxylic acid tert-butyl ester